1-(6-bromohexyl)pyrrole-2,5-dione BrCCCCCCN1C(C=CC1=O)=O